2-[(8-chloro-3,4-dihydro-2H-quinolin-1-yl)methyl]-6-methoxy-3H-quinazolin-4-one ClC=1C=CC=C2CCCN(C12)CC1=NC2=CC=C(C=C2C(N1)=O)OC